C(C)(C)(C)OC(=O)N1CCC(CC1)C(C(=O)O)(C)C 2-(1-tert-butoxycarbonyl-4-piperidinyl)-2-methyl-propionic acid